CSC1=NC=CC(=N1)C1=NC(=CC(=C1)N)C=1SC=CN1 2-(2-(methylthio)pyrimidin-4-yl)-6-(thiazol-2-yl)pyridin-4-amine